methyl (2R,3S,5R)-2-((((1R,3R,6S)-6-(5-chloropyrimidin-2-yl)bicyclo[4.1.0]heptan-3-yl)oxy)methyl)-5-methyl-3-(methylsulfonamido)pyrrolidine-1-carboxylate ClC=1C=NC(=NC1)[C@@]12CC[C@H](C[C@H]2C1)OC[C@@H]1N([C@@H](C[C@@H]1NS(=O)(=O)C)C)C(=O)OC